N-(6-cyclopropylpyridazin-3-yl)-5-[2-methyl-4-[[(2R)-1-methylazetidin-2-yl]methoxy]pyrazol-3-yl]pyrazolo[1,5-a]pyridin-2-amine C1(CC1)C1=CC=C(N=N1)NC1=NN2C(C=C(C=C2)C=2N(N=CC2OC[C@@H]2N(CC2)C)C)=C1